2-(6-Methoxy-1,3-benzothiazol-2-yl)-3-(methylamino)imidazo[1,2-a]pyridine-7-carbonitrile COC1=CC2=C(N=C(S2)C=2N=C3N(C=CC(=C3)C#N)C2NC)C=C1